3-(2-((2-chloro-1H-imidazole-1-yl)methyl)pyrimidin-5-yl)-5-isobutylthiophene-2-sulfonamide ClC=1N(C=CN1)CC1=NC=C(C=N1)C1=C(SC(=C1)CC(C)C)S(=O)(=O)N